di(2-ethylhexyl) nonanedioate C(CCCCCCCC(=O)OCC(CCCC)CC)(=O)OCC(CCCC)CC